ClC=1C=C(C=[NH+]C1Cl)C(=O)NC12CC(C1)(C2)[C@@H](C(=O)NC2=CC=C(C=C2)F)C 5,6-dichloro-N-[3-[(1S)-2-(4-fluoroanilino)-1-methyl-2-oxo-ethyl]-1-bicyclo[1.1.1]pentanyl]pyridin-1-ium-3-carboxamide